C(CCCCCCC)C(COC(CC1CC(C1)N(CCCCCCCC(=O)[O-])C(=O)N1CCN(CCC1)C(C)C)=O)CCCCCCCC 8-{[(1r,3r)-3-{2-[(2-octyldecyl)oxy]-2-oxoethyl}cyclobutyl][4-(propan-2-yl)-1,4-diazepane-1-carbonyl]amino}octanoate